3-(3-ethyl-7-(((3R,4R)-3-fluoro-1-methylpiperidin-4-yl)amino)-1-oxidobenzo[b]thiophen-2-yl)prop-2-yn C(C)C=1C2=C(S(C1C#CC)=O)C(=CC=C2)N[C@H]2[C@@H](CN(CC2)C)F